CC(C)(C)S(=O)N[C@@H](C(F)(F)F)CC1=NC=CC=C1 2-methyl-N-[(1R)-2,2,2-trifluoro-1-(2-pyridylmethyl)ethyl]propane-2-sulfinamide